CC1=NN=C2N1C=CC(=C2C)C(CC(=O)OCC)C=2C=C(C1=C(C=CS1)C2)CN2C[C@H](OC1=C(C2)N=C(C=C1)O)CC Ethyl 3-(3,8-dimethyl[1,2,4]triazolo[4,3-a]pyridin-7-yl)-3-(7-{[(2R)-2-ethyl-7-hydroxy-2,3-dihydropyrido[2,3-f][1,4]oxazepin-4(5H)-yl]methyl}-1-benzothiophen-5-yl)propanoate